2-(2-(1-(Cyclopropylsulfonyl)-1H-pyrazol-4-yl)pyrimidin-4-yl)-N4-(3-((2-fluoroethyl)amino)cyclohexyl)-5-(1-methyl-1H-pyrazol-3-yl)pyridine-2,4-diamine C1(CC1)S(=O)(=O)N1N=CC(=C1)C1=NC=CC(=N1)C1(NC=C(C(=C1)NC1CC(CCC1)NCCF)C1=NN(C=C1)C)N